ethyl 2-((6-cyclopropylimidazo[1,2-a]pyridin-2-yl)methyl)-2H-tetrazole-5-carboxylate C1(CC1)C=1C=CC=2N(C1)C=C(N2)CN2N=C(N=N2)C(=O)OCC